FC1(CN(CCC12COC1=C3CN(C(C3=CC=C12)=O)[C@@H]1C(NC(CC1)=O)=O)CC=1C2=CN(N=C2C=CC1)C)F (3S)-3-(3',3'-difluoro-1'-((2-methyl-2H-indazol-4-yl)methyl)-6-oxo-6,8-dihydro-2H,7H-spiro[furo[2,3-e]isoindole-3,4'-piperidin]-7-yl)piperidine-2,6-dione